1-cyanoethyl-2-undecylimidazoletricarboxylate C(#N)C(C)OC(=O)C1(N=C(C(=N1)C(=O)[O-])C(=O)[O-])CCCCCCCCCCC